tert-butyl (4-{[(2S,3R)-2-cyano-4-oxo-1-{[(1R)-1-phenylethyl] carbamoyl} azetidin-3-yl] methyl}pyridin-2-yl)(4-methoxybenzyl)carbamate C(#N)[C@H]1N(C([C@@H]1CC1=CC(=NC=C1)N(C(OC(C)(C)C)=O)CC1=CC=C(C=C1)OC)=O)C(N[C@H](C)C1=CC=CC=C1)=O